2-(2-Cyclobutyl-1,3-thiazol-5-yl)-3-fluoro-5-[({1-[2-fluoro-4-(trifluoromethyl)phenyl]cyclopropyl}carbonyl)amino]benzoic acid C1(CCC1)C=1SC(=CN1)C1=C(C(=O)O)C=C(C=C1F)NC(=O)C1(CC1)C1=C(C=C(C=C1)C(F)(F)F)F